3-fluoro-2-hydroxy-5-(6-(pyrrolidin-1-yl)spiro[indoline-3,4'-piperidine]-1'-carbonyl)benzaldehyde FC=1C(=C(C=O)C=C(C1)C(=O)N1CCC2(CC1)CNC1=CC(=CC=C12)N1CCCC1)O